O=C1NC(CCC1N1C(C2=CC=C(C=C2C1)N1CCN(CC1)CCCCCCC(=O)OC(C)(C)C)=O)=O tert-butyl 7-(4-(2-(2,6-dioxopiperidin-3-yl)-1-oxoisoindolin-5-yl)piperazin-1-yl)heptanoate